NC[C@@H]1N([C@@H]2C[C@H]2C1)C(=O)OC(C)(C)C |&1:6| tert-butyl (1R,3R,SR)-3-(aminomethyl)-2-azabicyclo[3.1.0]hexane-2-carboxylate